COC1=CC=CC2=C1OC=1CN(CCC12)CC[C@@H]1CC[C@H](CC1)NS(=O)(=O)C N-(trans-4-(2-(8-methoxy-3,4-dihydrobenzofuro[2,3-c]pyridin-2(1H)-yl)ethyl)cyclohexyl)methanesulfonamide